tert-Butyl (S,E)-3-(3-(3-ethoxyacryloyl)ureido)pyrrolidine-1-carboxylate C(C)O/C=C/C(=O)NC(N[C@@H]1CN(CC1)C(=O)OC(C)(C)C)=O